C1(=CC=CC=C1)C1=C(C(=NN=N1)C=1C(=C(C=CC1)C1=CC=CC=C1)C1=C(C=CC=2[Se]C3=C(C21)C=CC=C3)C3=C(C(=CC=2C1=CC=CC=C1CC32)C)C)C3=CC=CC=C3 (diphenyltriazineyl)[(dimethylfluorenyl)dibenzoselenophenyl]biphenyl